The molecule is a p-menthane monoterpenoid that is p-menth-2-ene substituted by a hydroperoxy group at position 1 and an acetyloxy group at position 8 (the 1R,4S stereoisomer). Isolated from the leaves of Laurus nobilis, it exhibits trypanocidal activity. It has a role as a metabolite and a trypanocidal drug. It is a p-menthane monoterpenoid, an acetate ester and a peroxol. CC(=O)OC(C)(C)[C@H]1CC[C@@](C=C1)(C)OO